CS(=O)(=O)CCCN1CC(NC(C1)C)C 4-(3-methanesulfonylpropyl)-2,6-dimethylpiperazine